2-(4-Hydroxyphenyl)-2-(1,2,3,4-tetrahydrocyclopenta[b]indol-6-yl)-2-(p-tolyl)acetonitrile OC1=CC=C(C=C1)C(C#N)(C1=CC=C(C=C1)C)C=1C=CC=2C3=C(NC2C1)CCC3